1H-PYRROL-1-YLACETIC ACID N1(C=CC=C1)CC(=O)O